BrC(CC#N)CBr 3,4-Dibromobutyronitrile